[B].[B].C(=C)C(C(=O)O)O.C(=C)C(C(=O)O)O bis(vinylglycolic acid) diboron